3-[4-(4-piperidinyl)-3-(trifluoromethyl)anilino]piperidine-2,6-dione N1CCC(CC1)C1=C(C=C(NC2C(NC(CC2)=O)=O)C=C1)C(F)(F)F